Ethyl 4-(3-(4-(((tert-butoxycarbonyl)(2-(4-methoxyphenyl)cyclopropyl)amino)methyl) piperidin-1-yl)propyl)benzoate C(C)(C)(C)OC(=O)N(C1C(C1)C1=CC=C(C=C1)OC)CC1CCN(CC1)CCCC1=CC=C(C(=O)OCC)C=C1